3-(4-(1H-pyrazol-4-yl)phenyl)-8-acetyl-1-(2,5-difluorobenzyl)-1,3,8-triazaspiro[4.5]decan-2-one N1N=CC(=C1)C1=CC=C(C=C1)N1C(N(C2(C1)CCN(CC2)C(C)=O)CC2=C(C=CC(=C2)F)F)=O